C(\C=C/CCCCC)(C(=O)O)C(=O)O cis-2-octene-1,1-dicarboxylic acid